FC(C(=O)NC=1C=C(C[C@H](N)C(=O)O)C=CC1)F 3-(2,2-difluoro-acetamido)-phenylalanine